P(=O)(OCC(=NO)C1=CC=C(C=C1)Cl)(OOC1=CC=CC=C1)OOC1=CC=CC=C1 2-(4-chlorophenyl)-2-hydroxyiminoethyl diphenoxy phosphate